disodium N-stearoylaspartate C(CCCCCCCCCCCCCCCCC)(=O)N[C@@H](CC(=O)[O-])C(=O)[O-].[Na+].[Na+]